FC1=C(C(=CC=C1)OC)N1N=C2C(=CC1=O)NN=C2C2=CC=C(C=C2)N2CCN(CC2)C 5-(2-Fluoro-6-methoxyphenyl)-3-(4-(4-methylpiperazin-1-yl)phenyl)-1H-pyrazolo[4,3-c]pyridazin-6(5H)-on